FC=1C=2N(C=C(C1)N1CCCC1)N=CN2 8-fluoro-6-(pyrrolidin-1-yl)-[1,2,4]triazolo[1,5-a]pyridine